C(C)(C)(C)OC(=O)N1CC2=C(C(=CC=C2CC1)F)NC1COCC1 t-butyl-7-fluoro-8-((tetrahydrofuran-3-yl)amino)-3,4-dihydroisoquinoline-2(1H)-carboxylate